Dimethyl 4-cyano-4-(thiophen-2-yl)heptanedioate C(#N)C(CCC(=O)OC)(CCC(=O)OC)C=1SC=CC1